OC1=CC=C(C=C1)OB(O)O (4-hydroxyphenyl)boric acid